CC1(OC[C@@H](O1)C(=O)O)C (4R)-2,2-dimethyl-1,3-dioxolane-4-carboxylic acid